1-{4-Chloro-6-[(ethylamino)carbonyl]-3',5'-difluoro-5-methylbiphenyl-2-yl}ethyl Methanesulfonate CS(=O)(=O)OC(C)C1=C(C(=C(C(=C1)Cl)C)C(=O)NCC)C1=CC(=CC(=C1)F)F